4-(2-(2-Aminopyridin-3-yl)-3-(4-(chloromethyl)phenyl)-3H-imidazo[4,5-b]pyridin-5-yl)morpholin-3-one hydrochloride Cl.NC1=NC=CC=C1C1=NC=2C(=NC(=CC2)N2C(COCC2)=O)N1C1=CC=C(C=C1)CCl